C1(CC1)C=1NC(=NN1)C1CC2(CN(C2)C(=O)N2CC3(C2)CC(C3)CN3N=C(N=C3)C(F)(F)F)C1 [6-(5-cyclopropyl-4H-1,2,4-triazol-3-yl)-2-azaspiro[3.3]heptan-2-yl]-[6-[[3-(trifluoromethyl)-1,2,4-triazol-1-yl]methyl]-2-azaspiro[3.3]heptan-2-yl]methanone